(E)-3-(3-propylmethoxy-4-methoxyphenyl)-2-(2,6-dimethyl-4-carbonylpyridin-1(4H)-yl)acrylamide C(CC)COC=1C=C(C=CC1OC)/C=C(\C(=O)N)/N1C(=CC(C=C1C)=C=O)C